C(CCCC)C1=CC=C(C=C1)C1=CC=C(C=C1)C#N 4'-pentylbiphenyl-4-carbonitrile